ClC=1C=C2C3(C(N(C2=CC1)C)=O)OC(C(C3)=O)=C 5'-chloro-1'-methyl-5-methylene-3H-spiro[furan-2,3'-indoline]-2',4(5H)-dione